C(C)(C)(C)N(C(O)=O)[C@@H](C[C@H]1C(NC2(CC2)C1)=O)C(C(=O)NC1CC1)O.CN1N=CC(=C1)C1=CC=C(C=C1)C |o1:10| 1-Methyl-4-(p-tolyl)pyrazole tert-butyl-((2S)-4-(cyclopropylamino)-3-hydroxy-4-oxo-1-((R*)-5-oxo-4-azaspiro[2.4]heptan-6-yl)butan-2-yl)carbamate